2-methylpyrido[2,3-d]pyrimidin-6-ol CC=1N=CC2=C(N1)N=CC(=C2)O